CP(=O)(C)C1=CC=C(C(=O)OC)C=C1 Methyl 4-(dimethylphosphoryl)benzoate